COC1=NC=CC=C1 methoxypyridin